methyl methanesulphonate CS(=O)(=O)OC